methylpent-2-enoate COC(C=CCC)=O